NC1=C(C=CC2=CC=CC=C12)O 1-amino-2-naphthalenol